3-(2-Chloro-6-fluorophenyl)-5-(1-(3-methyl-3-((trimethylsilyl)oxy)butyl-1,1-d2)-5-(trifluoro-methyl)-1H-pyrazol-4-yl)-4-(pyrimidin-2-yl)isoxazole ClC1=C(C(=CC=C1)F)C1=NOC(=C1C1=NC=CC=N1)C=1C=NN(C1C(F)(F)F)C(CC(C)(O[Si](C)(C)C)C)([2H])[2H]